acryloxyethyl phosphinate [PH2](OCCOC(C=C)=O)=O